The molecule is a 6-methylthiohexanal oxime in which the oxime moiety has E configuration. It is an omega-(methylsulfanyl)-(E)-alkanal oxime and a 6-(methylsulfanyl)hexanal oxime. CSCCCCC/C=N/O